(((1H-benzo[d]imidazol-1-yl)methyl)thio)benzo[d]thiazole N1(C=NC2=C1C=CC=C2)CSC=2SC1=C(N2)C=CC=C1